Cl.ClC=1C=CC2=C(N(C3=C(CC2)C=CC=C3)CCCNC/C=C/C#N)C1 (E)-4-{[3-(3-chloro-10,11-dihydro-5H-dibenzo[b,f]azepin-5-yl)propyl]amino}but-2-enenitrile hydrochloride